(2R,4S)-2-(((S)-1-((5-chloro-2-(1H-tetrazol-1-yl)benzyl)amino)-1-oxopropan-2-yl)carbamoyl)-4-(4-(pyridin-3-yl)phenyl)piperidine-1-carboxylic acid tert-butyl ester C(C)(C)(C)OC(=O)N1[C@H](C[C@H](CC1)C1=CC=C(C=C1)C=1C=NC=CC1)C(N[C@H](C(=O)NCC1=C(C=CC(=C1)Cl)N1N=NN=C1)C)=O